(R)-1-(5-(2,6-difluorophenyl)-3-methyl-1,6-dihydropyrazolo[4,3-d]pyrido[4,3-f][1,3]diazepin-9-yl)-3-methylpiperidine-3-carbonitrile FC1=C(C(=CC=C1)F)C=1NC2=C(C3=C(N1)C(=NN3)C)C=C(N=C2)N2C[C@@](CCC2)(C#N)C